FC(C(C(C(C(C(C(C(F)(F)F)(F)F)(F)F)(F)F)(F)F)(F)F)(F)F)(CCCCCCCCCCCC)F heptadecafluoroicosane